5-(chloromethyl)-3-((1r,3r)-3-(4-chlorophenyl)cyclobutyl)-1,3,4-oxadiazol-2(3H)-one ClCC1=NN(C(O1)=O)C1CC(C1)C1=CC=C(C=C1)Cl